C(C)C1(CCN(CC1)C(=O)OC(C)(C)C)C(=O)[O-] 1-(Tert-butyl) 4-ethylpiperidine-1,4-di-carboxylate